ClC=1C=CC=2N=CN=C(C2N1)NC1=C(C(=C(C=C1)F)F)F 6-chloro-N-(2,3,4-trifluorophenyl)pyrido[3,2-d]pyrimidin-4-amine